FC1=CC=C(C=C1)S(=O)(=O)N1C=CC=2C1=CN=CC2C2=CC=C(C#N)C=C2 4-(1-((4-fluorophenyl)sulfonyl)-1H-pyrrolo[2,3-c]pyridin-4-yl)benzonitrile